(6aR)-4-chloro-1-[2-(diphenylmethylene)hydrazino]-3-(2-fluoro-6-methoxyphenyl)-6a,7,9,10-tetrahydro-12H-pyrazino[2,1-c]pyrido[3,4-f][1,4]oxazepin-8(6H)-carboxylic acid tert-butyl ester C(C)(C)(C)OC(=O)N1C[C@@H]2COC3=C(CN2CC1)C(=NC(=C3Cl)C3=C(C=CC=C3OC)F)NN=C(C3=CC=CC=C3)C3=CC=CC=C3